C(C)(C)(C)OC(N(CC(F)F)C1=NC(=CC2=C1C(NN=C2CO)=O)Br)=O (7-bromo-1-(hydroxymethyl)-4-oxo-3,4-dihydropyrido[3,4-d]pyridazin-5-yl)(2,2-difluoroethyl)carbamic acid tert-butyl ester